[Cl-].C(CCCCC)C(CCCCCCCCCCCCCP)(CCCCCC)CCCCCC trihexyl-tetradecyl-phosphine chloride salt